C(=O)(OCC)OOC(=O)OCC diethyl peroxydicarbonate